1-(Sulfopropyl)pyridine hydrochloride Cl.S(=O)(=O)(O)CCCN1CC=CC=C1